[1-[2-[(3S)-3-methoxy-1-piperidinyl]-6-methyl-4-oxo-chromen-8-yl]ethylamino]benzoic acid CO[C@@H]1CN(CCC1)C=1OC2=C(C=C(C=C2C(C1)=O)C)C(C)NC1=C(C(=O)O)C=CC=C1